C(C1=CC=CC=C1)OC1=CC=C(C=C1)N=NC1=CC=CC=C1 4-benzyloxyazobenzene